Cl.COC([C@H](CCCCN)NC(=O)N1C=CC2=C1N=CN=C2N([C@@H]2CC[C@H](CC2)CS(NC)(=O)=O)C)=O (2S)-6-amino-2-[[trans-4-[methyl-[4-(methylsulfamoylmethyl)cyclohexyl]amino]pyrrolo[2,3-d]pyrimidine-7-carbonyl]amino]hexanoic acid methyl ester hydrochloride